5-cyclopropyl-N-(1-(1-methylpiperidin-2-yl)ethyl)pyridazine-3-carboxamide C1(CC1)C=1C=C(N=NC1)C(=O)NC(C)C1N(CCCC1)C